6-([1,2,4]triazolo[4,3-b]pyridazin-6-yl)-7,8-dihydro-5H-1,6-naphthyridine N=1N=CN2N=C(C=CC21)N2CC=1C=CC=NC1CC2